N12CC3CCC3CCCCCCS(NC(C3=CC=C(OCC4(C1)CCCC1=CC=CC=C14)C2=C3)=O)(=O)=O dihydro-2H,15'H-spiro[naphthalene-1,22'-[20]oxa[13]thia[1,14]diazatetracyclo[14.7.2.0~3,6~.0~19,24~]pentacosa[16,18,24]trien]-15'-one 13',13'-dioxide